NC1=NC2=CC=C(C=C2C=N1)C=1C(=C(C=CC1F)NS(=O)(=O)C1=CC(=C(C=C1)OC)OC)F N-(3-(2-aminoquinazolin-6-yl)-2,4-difluorophenyl)-3,4-dimethoxybenzenesulfonamide